(S)-3-amino-N-((4,4-difluoro-1-methyl-pyrrolidin-2-yl)methyl)-6-(3-methylimidazo[1,2-a]pyridin-6-yl)-5-(oxazol-2-yl)pyrazine-2-carboxamide NC=1C(=NC(=C(N1)C=1OC=CN1)C=1C=CC=2N(C1)C(=CN2)C)C(=O)NC[C@H]2N(CC(C2)(F)F)C